C(C)(C)(C)[C@@H]1CC=2C=C3C(=NC2CC1)SC(=N3)C(=O)N[C@H](CCN(C)C)C=3C=C(C(=O)OCC)C=CC3 ethyl 3-((R)-1-((S)-7-(tert-butyl)-5,6,7,8-tetrahydrothiazolo[5,4-b]quinoline-2-carboxamido)-3-(dimethylamino)propyl)benzoate